((1s,3s)-3-Hydroxy-3-methylcyclobutyl)(6-((2-(trifluoromethyl)-1H-pyrrolo[2,3-b]pyridin-1-yl)methyl)-2-azaspiro[3.3]heptan-2-yl)methanon OC1(CC(C1)C(=O)N1CC2(C1)CC(C2)CN2C(=CC=1C2=NC=CC1)C(F)(F)F)C